C(C)N1N=NC(=C1)C(C(C(=O)O)(C)C)(CC)C1=CC(=C(C=C1)C)CN1C(=NC=C1)CN1CCC(CC1)CC (1-ethyl-1H-1,2,3-triazol-4-yl)-3-(3-((2-((4-ethylpiperidin-1-yl)methyl)-1H-imidazol-1-yl)methyl)-4-methylphenyl)-2,2-dimethylpentanoic acid